COC1=CC=2C3=C(C(=NC2C=C1OCCCN1CCCC1)C=1OC(=CC1)C)CC(N3)(C)C 8-methoxy-2,2-dimethyl-4-(5-methylfuran-2-yl)-7-(3-(pyrrolidin-1-yl)propoxy)-2,3-dihydro-1H-pyrrolo[3,2-c]quinoline